2,5-bis(aminomethyl)furan NCC=1OC(=CC1)CN